C1(CC1)COC1=CC2=C(N(N=C2C=C1)C)C(=O)NC(C(=O)N)(C)C 2-{[5-(cyclopropylmethoxy)-2-methyl-2H-indazol-3-yl]formamido}-2-methylpropanamide